1-(5-chloro-1H-indol-3-yl)-3-(4-((trifluoromethyl)sulfonyl)phenyl)urea ClC=1C=C2C(=CNC2=CC1)NC(=O)NC1=CC=C(C=C1)S(=O)(=O)C(F)(F)F